4-hexyl-2,5-dihydro-2,5-dioxo-3-furanacetonitrile C(CCCCC)C1=C(C(OC1=O)=O)CC#N